ClCC([C@@H](CC(C)C)NC(OCC1=CC=CC=C1)=O)O Benzyl ((3R)-1-chloro-2-hydroxy-5-methylhexan-3-yl)carbamate